ClC=1C=CC(=NC1C=1NC2=CC(=CC=C2C(C1)=O)Cl)C#N 5-chloro-6-(7-chloro-4-oxo-1,4-dihydroquinolin-2-yl)picolinonitrile